C(#N)C1=NC2=CC(=CC(=C2N=C1N1CC=2N(CC1)N=CC2)[C@@H](C)NC2=C(C(=O)O)C=CC=C2)C (R)-2-((1-(2-cyano-3-(6,7-dihydropyrazolo[1,5-a]pyrazin-5(4H)-yl)-7-methylquinoxalin-5-yl)ethyl)amino)benzoic acid